2-(2-chlorophenyl)-5,7-dihydroxy-8-[(2R,3S)-2-(hydroxymethyl)-1-methyl-3-pyrrolidinyl]-4H-1-benzopyran-4-one, hydrochloride salt Cl.ClC1=C(C=CC=C1)C=1OC2=C(C(C1)=O)C(=CC(=C2[C@H]2[C@@H](N(CC2)C)CO)O)O